FC=1C=C2C(=C(NC2=C(C1)F)C1=CC=C(C=C1)F)C1=NN=C(O1)C(=O)N(C)CCO 5-(5,7-difluoro-2-(4-fluorophenyl)-1H-indol-3-yl)-N-(2-hydroxyethyl)-N-methyl-1,3,4-oxadiazole-2-carboxamide